tert-butyl 2,2-dimethyl-5-[5-methyl-4-(4,4,5,5-tetramethyl-1,3,2-dioxaborolan-2-yl)pyrazol-1-yl]piperidine-1-carboxylate CC1(N(CC(CC1)N1N=CC(=C1C)B1OC(C(O1)(C)C)(C)C)C(=O)OC(C)(C)C)C